4-(5-(4-bromo-1H-imidazol-1-yl)-2-(pyridin-4-yl)pyrazolo[1,5-a]pyrimidin-7-yl)morpholine BrC=1N=CN(C1)C1=NC=2N(C(=C1)N1CCOCC1)N=C(C2)C2=CC=NC=C2